FC=1C=C(C=CC1)N1CCCC1 (3-fluorophenyl)pyrrolidin